ClC1=C(C=CC=C1NC(C1=NC=C(C=C1)C=O)=O)C1=C(C(=CC=C1)NC(C1=NC=C(C=C1)C(OC)OC)=O)Cl N-(2,2'-dichloro-3'-(5-(dimethoxymethyl)picolinamido)-[1,1'-biphenyl]-3-yl)-5-formylpicolinamide